2-(2,4-dichlorophenyl)sulfonylethyl 2-[1-[(4-methylphenyl)methyl]-5-oxopyrrolidin-2-yl]acetate CC1=CC=C(C=C1)CN1C(CCC1=O)CC(=O)OCCS(=O)(=O)C1=C(C=C(C=C1)Cl)Cl